ClC1=C(C=CC=C1C)N1CCN(CC1)C(=O)OC(C)(C)C tert-Butyl 4-(2-chloro-3-methylphenyl)piperazine-1-carboxylate